FC(C(=O)O)(F)F.ClC1=CC=C(C[C@H]2CO[C@H](CN2C2CCC(CC2)C2=NN(C(=C2)C)C)C(=O)OC)C=C1 methyl (2R,5S)-5-(4-chlorobenzyl)-4-(4-(1,5-dimethyl-1H-pyrazol-3-yl)cyclohexyl)morpholine-2-carboxylate 2,2,2-trifluoroacetate